tert-butyl N-[(1R)-4-[7-fluoro-1-oxo-6-[5-(trifluoromethyl)pyrimidin-2-yl]-2-isoquinolyl]-1-(hydroxymethyl)butyl]carbamate FC1=C(C=C2C=CN(C(C2=C1)=O)CCC[C@H](CO)NC(OC(C)(C)C)=O)C1=NC=C(C=N1)C(F)(F)F